S1C=NC2=C1C=C(C=C2)C2=CC1=C(N=CS1)C=C2 6,6'-bi(1,3-benzothiazole)